NC1=C(SC2=NC(=CC=C21)C)C(=O)N[C@H]2COC1=C(C2)C=CC(=C1)N1C[C@@H]([C@@H](C1)C(F)F)N 3-amino-N-[(3R)-7-[(3R,4R)-3-amino-4-(difluoromethyl)pyrrolidin-1-yl]-3,4-dihydro-2H-1-benzopyran-3-yl]-6-methylthieno[2,3-b]pyridine-2-carboxamide